4-amino-7-fluoro-N-[[2-fluoro-4-(trifluoromethyl)phenyl]methyl]-1-methyl-N-morpholino-pyrazolo[4,3-c]quinoline-8-carboxamide NC1=NC=2C=C(C(=CC2C2=C1C=NN2C)C(=O)N(N2CCOCC2)CC2=C(C=C(C=C2)C(F)(F)F)F)F